C[N+]1=CC=C(C=C1)C1=CC=C(C=C1)[N+](=O)[O-] 1-methyl-4-(4-nitrophenyl)Pyridinium